C(C)C1N=C(SC1)Cl ethyl-chlorothiazoline